N-methyl-2-(thiophen-3-yl)-1H-benzo[d]Imidazole-5-carboxamide CNC(=O)C1=CC2=C(NC(=N2)C2=CSC=C2)C=C1